4'-((3-butyl-1-cyclohexyl-5-oxo-1,5-dihydro-4H-1,2,4-triazol-4-yl)methyl)-N-(4,5-dimethylisoxazol-3-yl)-2'-(ethoxymethyl)-[1,1'-biphenyl]-2-sulfonamide C(CCC)C1=NN(C(N1CC1=CC(=C(C=C1)C=1C(=CC=CC1)S(=O)(=O)NC1=NOC(=C1C)C)COCC)=O)C1CCCCC1